C(C)(C)(C)NC1=NC=C(C(=N1)N[C@H]1C[C@@](CCC1)(C)O)C(=O)N 2-(tert-butylamino)-4-((1R,3S)-3-hydroxy-3-methylcyclohexylamino)pyrimidine-5-carboxamide